CC1(CCC1)C1=NOC(=C1)NC(OC1=CC=CC=C1)=O phenyl (3-(1-methylcyclobutyl)isoxazol-5-yl)carbamate